2-fluoro-4-(4-pentylcyclohexyl)phenylboronic acid FC1=C(C=CC(=C1)C1CCC(CC1)CCCCC)B(O)O